(2-methyl-4-aminophenoxy)-[1,2,4]triazolo[1,5-a]pyridine CC1=C(OC2=NN3C(C=CC=C3)=N2)C=CC(=C1)N